C1(CC1)C=1C=C2C=CC=C(C2=CC1)N 6-Cyclopropylnaphthalene-1-amine